C(C)OC(=O)C=1SC(=C(N1)C=1C=C2CCN(C2=CC1)C(=O)C1CC1)C.NC1=CC=C(OC2=C(C=C(C=C2C(F)(F)F)C(C(F)(F)F)(C(F)(F)F)C2=CC(=C(C(=C2)C(F)(F)F)OC2=CC=C(C=C2)N)C(F)(F)F)C(F)(F)F)C=C1 2,2-bis[4-(4-aminophenoxy)-3,5-bis(trifluoromethyl)phenyl]hexafluoropropane ethyl-4-(1-(cyclopropanecarbonyl)indolin-5-yl)-5-methylthiazole-2-carboxylate